7-chloro-6-methoxy-3-(5-(4-(trifluoromethoxy)phenyl)thiophen-2-yl)-3,4-dihydroacridine-1,9(2H,10H)-dione ClC1=C(C=C2NC=3CC(CC(C3C(C2=C1)=O)=O)C=1SC(=CC1)C1=CC=C(C=C1)OC(F)(F)F)OC